N-[(R)-1-(2,6-dimethyl-4-pyridyl)ethyl]-4-{(S)-1,7-diaza-7-spiro[4.4]nonyl}-5-(3,5-difluorophenyl)nicotinamide CC1=NC(=CC(=C1)[C@@H](C)NC(C1=CN=CC(=C1N1C[C@]2(CCCN2)CC1)C1=CC(=CC(=C1)F)F)=O)C